BrC1=C(C(=O)C2=CC=CC=C2)C(=CC=C1)Br 2,6-dibromobenzophenone